(tetrahydro-2H-pyran-4-yl)-4-methylbenzenesulfonic acid methyl ester COS(=O)(=O)C1=C(C=C(C=C1)C)C1CCOCC1